7-(phenoxyacetyl)amino-4-aminocyclohepta[7,6-b]indole mandelate C(C(O)C1=CC=CC=C1)(=O)O.O(C1=CC=CC=C1)CC(=O)NC1=CC2=NC3=C(C=CC=C3C2=CC=C1)N